FC1=C2CC(C(C2=C(C=C1)F)=O)(C(=O)OC)O methyl 4,7-difluoro-2-hydroxy-1-oxo-indane-2-carboxylate